(E)-N-(4-aminocyclohexyl)-α-cyano-4-hydroxycinnamamide NC1CCC(CC1)NC(\C(=C\C1=CC=C(C=C1)O)\C#N)=O